(R)-N-(5-(trifluoromethyl)-2,3-dihydro-1H-inden-1-yl)isothiazol-4-amine FC(C=1C=C2CC[C@H](C2=CC1)NC=1C=NSC1)(F)F